2-(6-(((1S,2S,3R,5R)-2-fluoro-1-methyl-8-azabicyclo[3.2.1]octan-3-yl)oxy)-1,2,4-triazin-3-yl)-5-(1H-imidazol-1-yl)phenol F[C@H]1[C@@]2(CC[C@H](C[C@H]1OC1=CN=C(N=N1)C1=C(C=C(C=C1)N1C=NC=C1)O)N2)C